N/C(/NCCC[C@@H](NC(C(C1=CC=CC=C1)C=1C=C(OCCOCCOCCOCCOCCNC(OC(C)(C)C)=O)C=CC1)=O)C(NCC1=CC=C(C=C1)O)=O)=N/C(NCCNC(CC)=O)=O tert-butyl (14-(3-((4R,Z)-9-amino-4-((4-hydroxybenzyl)carbamoyl)-2,11,16-trioxo-1-phenyl-3,8,10,12,15-pentaazaoctadec-9-en-1-yl)phenoxy)-3,6,9,12-tetraoxatetradecyl)carbamate